NC1=NC(=NC(=C1)NC1=CC=CC=C1)C1=NC=CN=C1 4-amino-6-phenylamino-2-(pyrazine-2-yl)pyrimidine